C(C(C)C)C(C(=O)O)=C.C(C=C)(=O)OCC(C)C isobutyl acrylate (iso-butyl acrylate)